CC1(NC(CC(C1)CCCCCCCCCCCCCCCCCC(=O)[O-])(C)C)C 2,2,6,6-tetramethyl-4-piperidinestearate